CC(S(=O)(=O)O)(S(=O)(=O)O)C.C(S(=O)(=O)OC)S(=O)(=O)OC Dimethyl methanedisulfonate (Dimethyl methanedisulfonate)